ethyl (E)-3-(5-(benzylthio)-2-((4-bromo-5-chloro-2-methoxyphenyl)amino)phenyl)acrylate C(C1=CC=CC=C1)SC=1C=CC(=C(C1)/C=C/C(=O)OCC)NC1=C(C=C(C(=C1)Cl)Br)OC